5-amino-2-methyl-benzenesulfonic acid NC=1C=CC(=C(C1)S(=O)(=O)O)C